N,4-dimethylpiperazin-1-amine CNN1CCN(CC1)C